O=C1NC(CCC1N1C(C2=CC=CC(=C2C1=O)N1CCC(CC1)OCC(=O)O)=O)=O ({1-[2-(2,6-dioxopiperidin-3-yl)-1,3-dioxoisoindol-4-yl]piperidin-4-yl}oxy)acetic acid